C=C1CCC(=O)O1 γ-methylene-γ-butyrolactone